Cl.Cl.C1(CC1)CN[C@H]1[C@@H](C1)C=1C(=NC=C(C(=O)NC2CCC(CC2)(F)F)C1)C 5-(trans-2-((cyclopropylmethyl)amino)cyclopropyl)-N-(4,4-difluorocyclohexyl)-6-Methylnicotinamide Dihydrochloride